CC1=C(C=CC(=C1)C(F)(F)F)CC1CCN(CC1)C(=O)OC(C)(C)C tert-Butyl 4-[[2-methyl-4-(trifluoromethyl)phenyl]methyl]piperidine-1-carboxylate